NC1=NC=C(C(=N1)N)OC1=CC(=NC=C1C(C)C)C#N 4-((2,4-diamino-pyrimidin-5-yl)oxy)-5-isopropyl-2-cyano-pyridine